FC1(CCC(=CC1)C1=CC(=C(C=C1)C#N)C1=NN(C=C1)C)F 4',4'-difluoro-3-(1-methyl-1H-pyrazol-3-yl)-2',3',4',5'-tetrahydro-[1,1-biphenyl]-4-carbonitrile